BrC=1C=CC(=NC1)C(C=O)C 2-(5-bromo-2-pyridyl)propanal